ClC1=C(C=CC=C1Cl)N1CCN(CC1)CC[C@@H]1CC[C@H](CC1)NC(CCCC)=O N-(trans-4-(2-(4-(2,3-Dichlorophenyl)piperazin-1-yl)ethyl)cyclohexyl)pentanamide